OC(CC=NO)(C1=CC=C(C=C1)OC)C1=CC=C(C=C1)OC 3-hydroxy-3,3-bis(4-methoxyphenyl)propanal oxime